5-morpholino-4-oxo-1-[4-(trifluoromethoxy)phenyl]cinnoline-3-carboxylic acid O1CCN(CC1)C1=C2C(C(=NN(C2=CC=C1)C1=CC=C(C=C1)OC(F)(F)F)C(=O)O)=O